4-bromo-2-fluoro-2'-methoxybiphenyl BrC1=CC(=C(C=C1)C1=C(C=CC=C1)OC)F